(S)-1-(1-(3-chlorophenyl)-2-hydroxyethyl)-4-(3-ethyl-1H-indazol-5-yl)pyridin-2(1H)-one ClC=1C=C(C=CC1)[C@@H](CO)N1C(C=C(C=C1)C=1C=C2C(=NNC2=CC1)CC)=O